N-[7-methoxy-4-(oxan-4-yl)-1H-1,3-benzodiazol-2-yl]-1-methyl-1H-1,2,3-triazole-4-carboxamide COC1=CC=C(C2=C1NC(=N2)NC(=O)C=2N=NN(C2)C)C2CCOCC2